3-Amino-6-bromo-2,2',4'-trifluoro-[1,1'-biphenyl] NC=1C(=C(C(=CC1)Br)C1=C(C=C(C=C1)F)F)F